ClC=1C(=C(C=CC1OC)B(O)O)F (3-chloro-2-fluoro-4-methoxyphenyl)boronic acid